(R)-1-(6-isopropylpyridin-3-yl)-3-(isoquinolin-4-yl)-2-oxoimidazolidine-4-carbonitrile C(C)(C)C1=CC=C(C=N1)N1C(N([C@H](C1)C#N)C1=CN=CC2=CC=CC=C12)=O